ClC1=CC=C(C(=C1O)C1=C2C(=C(N=N1)N[C@H]1CN(CCC1)C)C=NC=C2)F 6-chloro-3-fluoro-2-(4-{[(3R)-1-methylpiperidin-3-yl]amino}pyrido[3,4-d]pyridazin-1-yl)phenol